6-methyl-5-[1,3,4]oxadiazol-2-yl-2-oxo-1-(3-trifluoromethylphenyl)-1,2-dihydro-pyridine-3-carboxylic acid 4-cyclopropanesulfonyl-benzylamide C1(CC1)S(=O)(=O)C1=CC=C(CNC(=O)C=2C(N(C(=C(C2)C=2OC=NN2)C)C2=CC(=CC=C2)C(F)(F)F)=O)C=C1